4-(4-(2-(dimethylamino)ethyl)piperazin-1-yl)-2-methoxyaniline CN(CCN1CCN(CC1)C1=CC(=C(N)C=C1)OC)C